stilbene pyridine salt N1=CC=CC=C1.C1(=CC=CC=C1)C=CC1=CC=CC=C1